4-(4-amino-6-(4-methacrylamido-phenyl)-7-methyl-7H-pyrrolo[2,3-d]pyrimidin-5-yl)-N-(1-cyclopropyl-3-hydroxypropan-2-yl)benzamide NC=1C2=C(N=CN1)N(C(=C2C2=CC=C(C(=O)NC(CC1CC1)CO)C=C2)C2=CC=C(C=C2)NC(C(=C)C)=O)C